C(C)(C)(C)OC(=O)N=C(NC1=CC=C(C(=O)OC2=CC=C(COC(=O)NC(C(=O)N)CC(=O)OC(C)(C)C)C=C2)C=C1)NC(=O)OC(C)(C)C 2-((((4-((4-(2,3-bis(tert-butoxycarbonyl)guanidino)benzoyl)oxy)benzyl)oxy)carbonyl)amino)-4-(tert-butoxy)-4-oxobutaneamide